[N+3].[NH4+] ammonium nitrogen salt